N1=CN=C2N1C(=CC=N2)N [1,2,4]triazolo[1,5-a]pyrimidine-7-Amine